3,4-dihydro-2H-benzo[1,4]dioxocin-2-one O1C(COC=CC2=C1C=CC=C2)=O